C1(C=CC=C1)[Mo](C1C=CC=C1)(Cl)Cl bis(cyclopentadienyl)molybdenum (IV) dichloride